(2-(2-(4,4-dimethylcyclohex-1-en-1-yl)ethyl)-1,3-dioxan-4-yl)methanol CC1(CC=C(CC1)CCC1OCCC(O1)CO)C